C(C)(C)(C)OC(=O)N1CCC(CC1)C(C)(C)N1CCC(CC1)OC1CC(C1)OC1=NC=CC(=C1)Br.C[Si](C=C)(F)F methyl-(difluoro)(vinyl)silane tert-Butyl-4-[1-[4-[3-[(4-bromo-2-pyridyl)oxy]cyclobutoxy]-1-piperidyl]-1-methyl-ethyl]piperidine-1-carboxylate